tert-butyl 5-(4-(1-(4-(4-ethylpiperazin-1-yl)-3-((phenylmethyl)sulfonamido)benzoyl)piperidin-4-yl)-phenoxy)picolinate C(C)N1CCN(CC1)C1=C(C=C(C(=O)N2CCC(CC2)C2=CC=C(OC=3C=CC(=NC3)C(=O)OC(C)(C)C)C=C2)C=C1)NS(=O)(=O)CC1=CC=CC=C1